CC1=C(C(=C(C(=C1C(C1=CC(=C(C(=C1)C(C)(C)C)O)C(C)(C)C)=O)C)C(C1=CC(=C(C(=C1)C(C)(C)C)O)C(C)(C)C)=O)C)C(C1=CC(=C(C(=C1)C(C)(C)C)O)C(C)(C)C)=O 1,3,5-trimethyl-2,4,6-tris(3,5-di-tert-butyl-4-hydroxybenzoyl)benzene